5-((9-((2R,3R,5S)-3-acetoxy-5-(acetoxymethyl)tetrahydrofuran-2-yl)-2-amino-8-oxo-8,9-dihydro-7H-purin-7-yl)methyl)thiophene-3-carboxylic acid ethyl ester C(C)OC(=O)C1=CSC(=C1)CN1C(N(C2=NC(=NC=C12)N)[C@@H]1O[C@@H](C[C@H]1OC(C)=O)COC(C)=O)=O